2-(5-fluoropyridin-2-yl)-1-butyl-5-methyl-1H-benzimidazole FC=1C=CC(=NC1)C1=NC2=C(N1CCCC)C=CC(=C2)C